BrC=1C=C2C(=CC=NC2=CC1)C(=O)N1C(CCC1)CNS(=O)(=O)C N-((1-(6-bromoquinoline-4-carbonyl)pyrrolidin-2-yl)methyl)methanesulfonamide